Benzyl 4-(2-ethoxy-2-carbonylethoxy)piperidine-1-carboxylate C(C)OC(COC1CCN(CC1)C(=O)OCC1=CC=CC=C1)=C=O